N-{4-chloro-2-fluoro-3-[6-oxo-4-(6-propylpyridin-3-yl)-1,6-dihydropyrimidin-2-yl]benzyl}isobutyramide ClC1=C(C(=C(CNC(C(C)C)=O)C=C1)F)C=1NC(C=C(N1)C=1C=NC(=CC1)CCC)=O